methyl 2-(1-(adamantan-1-ylmethyl)-5-methyl-1H-pyrazol-4-yl)-7-((tert-butoxycarbonyl)amino)-6-methylpyrazolo[5,1-b]thiazole-3-carboxylate C12(CC3CC(CC(C1)C3)C2)CN2N=CC(=C2C)C2=C(N3C(S2)=C(C(=N3)C)NC(=O)OC(C)(C)C)C(=O)OC